(S)-quinuclidin-3-yl (7-(3-chloro-4-isopropoxyphenyl)-6-fluoro-3,3-dimethylchroman-4-yl)carbamate ClC=1C=C(C=CC1OC(C)C)C1=C(C=C2C(C(COC2=C1)(C)C)NC(O[C@@H]1CN2CCC1CC2)=O)F